BrC1=C(C=C(C=2N=CN(C21)C)C2=CC=C(C=C2)OC(F)(F)F)CN(C(OC(C)(C)C)=O)C(=O)OC(C)(C)C tertbutyl N-[[4-bromo-3-methyl-7-[4-(trifluoromethoxy)phenyl]benzimidazol-5-yl]methyl]-N-tert-butoxycarbonylcarbamate